OCC1=CN=C(N1C1(C(C(=O)C2=CC=CC=C2)C=C(C=C1)Cl)F)C 2-{5-(hydroxymethyl)-2-methyl-1H-imidazol-1-yl}-5-chloro-2-fluorobenzophenone